CC1(C2CCC34C(C2(CCC1)C)CCC(C(C3)=C)C4)C(=O)O 5,9-dimethyl-14-methylenetetracyclo[11.2.1.01,10.04,9]hexadecan-5-carboxylic acid